ClC1=CC=C(C=C1)N1C(CC[C@@H]1C)=O (S)-1-(4-chlorophenyl)-5-methylpyrrolidin-2-one